(S)-N'-((3-(2-(methoxy-d3)pyridin-4-yl)bicyclo[4.2.0]octa-1(6),2,4-trien-2-yl)carbamoyl)-6,7-dihydro-5H-pyrazolo[5,1-b][1,3]oxazine-3-sulfonimidamide C(OC1=NC=CC(=C1)C1=C(C=2CCC2C=C1)NC(=O)N=[S@@](=O)(N)C=1C=NN2C1OCCC2)([2H])([2H])[2H]